(4-([CYCLOPROPYL(2-METHOXYETHYL)AMINO]METHYL)-3-FLUOROPHENYL)BORANEDIOL C1(CC1)N(CCOC)CC1=C(C=C(C=C1)B(O)O)F